CCC(C(=O)O)(C)OC1=C(C=CC=C1C)C methyl-2,6-dimethylphenoxy-2-methylpropionic acid